cis-methyl 8-[(3R,5S)-4-(tert-butoxycarbonyl)-3,5-dimethylpiperazin-1-yl]-2,3-dimethylquinoxaline-5-carboxylate C(C)(C)(C)OC(=O)N1[C@@H](CN(C[C@@H]1C)C1=CC=C(C=2N=C(C(=NC12)C)C)C(=O)OC)C